N,N'-bisacrylylcystamine C(C=C)(=O)NCCSSCCNC(C=C)=O